N-[8-(3-aminopropoxy)-7-methoxy-2,3-dihydroimidazo[1,2-c]quinazolin-5-yl]nicotinamide trifluoroacetate salt FC(C(=O)O)(F)F.NCCCOC=1C=CC=2C=3N(C(=NC2C1OC)NC(C1=CN=CC=C1)=O)CCN3